C(C)(C)N1N=C(C=C1)C=1C(=C2C(=NC(=NN2C1)C=1N(C=CN1)C)NC1CC(C1)OC)C1=NC=CC=C1 6-(1-isopropyl-1H-pyrazol-3-yl)-N-((1r,3r)-3-methoxycyclobutyl)-2-(1-methyl-1H-imidazol-2-yl)-5-(pyridin-2-yl)pyrrolo[2,1-f][1,2,4]triazin-4-amine